C(#N)C=1C=C(C=CC1NC(C)C)C1=NC(=NO1)C1=CC=C(C=C1)NC(C)=O N-(4-(5-(3-cyano-4-(isopropylamino)phenyl)-1,2,4-oxadiazol-3-yl)phenyl)acetamide